NN1C(=NC(=C1C(=O)OCC)C1=CC=C(C=C1)C(NC1=NC=CC(=C1)CC)=O)C1N(CCCCC1)C(=O)OC(C)(C)C tert-butyl 2-(1-amino-5-(ethoxycarbonyl)-4-(4-((4-ethylpyridin-2-yl)carbamoyl)phenyl)-1H-imidazol-2-yl)azepane-1-carboxylate